4-bromo-2-phenethoxypyridine BrC1=CC(=NC=C1)OCCC1=CC=CC=C1